C(CCC)OC(=O)N1CCC(=CC1)C1=C(C=C(C=C1)N)C(F)(F)F 4-[4-amino-2-(trifluoromethyl)phenyl]-3,6-dihydro-2H-pyridine-1-carboxylic acid butyl ester